C(C)(C)(C)OC(=O)NC(CC(=O)C1N(C[C@]2(C[C@@H]12)C1=CC(=CC(=C1)F)F)C(=O)OC(C)(C)C)=O tert-butyl (1S,5R)-4-(3-((tert-butoxycarbonyl)amino)-3-oxopropanoyl)-1-(3,5-difluorophenyl)-3-azabicyclo[3.1.0]hexane-3-carboxylate